C(C)(C)(C)C=1C=C(C=C(C1OC)C(C)(C)C)P(C1=CC=CC=C1)C1=CC(=C(C(=C1)C(C)(C)C)OC)C(C)(C)C 2-(bis(3,5-di(t-butyl)-4-methoxyphenyl)phosphino)benzene